((2-aminopyridin-4-yl)(hydroxy)methyl)-3,4-dichlorophenol NC1=NC=CC(=C1)C(O)C1=C(C=CC(=C1Cl)Cl)O